bis(t-butylphosphine) palladium (0) [Pd].C(C)(C)(C)P.C(C)(C)(C)P